methyl 5-(4-{(1R)-1-[(tert-butoxycarbonyl) amino]-2-hydroxyethyl} phenyl)-1,3-thiazole-4-carboxylate C(C)(C)(C)OC(=O)N[C@@H](CO)C1=CC=C(C=C1)C1=C(N=CS1)C(=O)OC